NC1=NNC2=C(C=C(C=C12)C1=CC(=NC=C1)NC=1SC=CN1)C#CC(C)(C)C N-(4-(3-amino-7-(3,3-dimethylbut-1-yn-1-yl)-1H-indazol-5-yl)pyridin-2-yl)thiazol-2-amine